OCC1C2=CC(=CC=C2C=2C=CC(=CC12)C(=O)O)C(=O)O 9-hydroxymethyl-2,7-fluorenedicarboxylic acid